[2,3-difluoro-4-[8-[4-[4-[(2S,4R)-4-hydroxypyrrolidine-2-carbonyl]piperazine-1-carbonyl]-3-methylanilino]imidazo[1,2-a]pyrazin-3-yl]phenyl] methanesulfonate CS(=O)(=O)OC1=C(C(=C(C=C1)C1=CN=C2N1C=CN=C2NC2=CC(=C(C=C2)C(=O)N2CCN(CC2)C(=O)[C@H]2NC[C@@H](C2)O)C)F)F